ClC1=CC(=C(C=C1)S(=O)(=O)N[C@@H](C(C)C1=C(C(=CC=C1F)C)C)C=1OC(NN1)=O)[N+](=O)[O-] 4-chloro-N-[(1S)-2-(6-fluoro-2,3-dimethylphenyl)-1-(5-oxo-4H-1,3,4-oxadiazol-2-yl)propyl]-2-nitrobenzenesulfonamide